N1(CCC1)C=1C=C(C=NC1)C=1N=NNC1 4-(5-(azetidin-1-yl)pyridin-3-yl)-1H-1,2,3-triazole